CC(CC(C)C)C1N(C(CC1)=O)CCCC 1,3-dimethylbutyl-1-butyl-5-oxopyrrolidine